N-(5-(3,4-difluorobenzyl)pyridin-2-yl)-1-methyl-6-oxo-1,6-dihydropyridine-3-carboxamide FC=1C=C(CC=2C=CC(=NC2)NC(=O)C2=CN(C(C=C2)=O)C)C=CC1F